N[C@@H](CCCCN)C(=O)C1OCCCC1 lysyloxane